3-hydroxy-2-(3-hydroxy-2-(4-((4-(morpholinomethyl)phenyl)ethynyl)phenyl)propyl)-4H-pyran-4-one OC1=C(OC=CC1=O)CC(CO)C1=CC=C(C=C1)C#CC1=CC=C(C=C1)CN1CCOCC1